10-[2-(morpholin-4-yl)ethyl]-3,7-bis({1H-pyrazolo[3,4-c]pyridin-4-yl})phenoxazine N1(CCOCC1)CCN1C2=CC=C(C=C2OC=2C=C(C=CC12)C1=C2C(=CN=C1)NN=C2)C2=C1C(=CN=C2)NN=C1